ClC(C(O)=N)(Cl)Cl.C(C)(=O)[C@@]1([C@@]([C@]([C@](O)(O[C@@H]1CO)C(C)=O)(O)C(C)=O)(O)C(C)=O)O tetraacetyl-beta-D-glucopyranose trichloroacetimidate